(perfluorophenyl) antimonate [Sb](OC1=C(C(=C(C(=C1F)F)F)F)F)([O-])([O-])=O